C=CCCC(=NO)S[C@H]1[C@@H]([C@H]([C@@H]([C@H](O1)CO)O)O)O The molecule is a desulfoglucosinolic acid resulting from the formal condensation of the thiol group of N-hydroxypent-4-enethioamide with beta-D-glucopyranose. It has a role as an Arabidopsis thaliana metabolite.